4-phenoxy-1,8-naphthalimide C1=CC=C(C=C1)OC2=C3C=CC=C4C3=C(C=C2)C(=O)NC4=O